tert-butyl (R)-3-((6-bromopyridin-3-yl)oxy)-2-((tert-butyldimethylsilyl)oxy)-propanoate BrC1=CC=C(C=N1)OC[C@H](C(=O)OC(C)(C)C)O[Si](C)(C)C(C)(C)C